3-Chloro-7-(2-((3aS,4R,6aR)-4-(4-chloro-7H-pyrrolo[2,3-d]pyrimidin-7-yl)-2,2-dimethyl-3a,6a-dihydro-4H-cyclopenta[d][1,3]dioxol-6-yl)ethyl)-8-fluoroquinolin-2-amine ClC=1C(=NC2=C(C(=CC=C2C1)CCC1=C[C@H]([C@H]2[C@@H]1OC(O2)(C)C)N2C=CC1=C2N=CN=C1Cl)F)N